4-(5-acetamido-3-fluoro-2-methyl-phenyl)butanoic acid C(C)(=O)NC=1C=C(C(=C(C1)CCCC(=O)O)C)F